N1CCC(CC1)C=1SC=CN1 2-(piperidin-4-yl)thiazole